3-(3-chloro-4-(6-(1-methylcyclopropoxy)-9-((4-methylpyridin-2-yl)methyl)-9H-purin-8-yl)phenoxy)-N-methylpropan-1-amine ClC=1C=C(OCCCNC)C=CC1C=1N(C2=NC=NC(=C2N1)OC1(CC1)C)CC1=NC=CC(=C1)C